N-(3-(N-(6-bromohexyl)-N-(4-bromophenyl)sulfamoyl)-4-methoxyphenyl)-1H-imidazole-5-carboxamide BrCCCCCCN(S(=O)(=O)C=1C=C(C=CC1OC)NC(=O)C1=CN=CN1)C1=CC=C(C=C1)Br